ClC1=C(NC2=CC=CC=C12)C1=NN(C2=C1C(=NC=C2)N)C(C)C 3-(3-Chloro-1H-indol-2-yl)-1-(propan-2-yl)-1H-pyrazolo[4,3-c]pyridin-4-amine